1-Tert-butyl (2S,6R)-4-[2-[1-(2,6-dioxo-3-piperidyl)-3-methyl-2-oxo-benzimidazol-4-yl]ethoxy]-2,6-dimethyl-piperidine-1-carboxylate O=C1NC(CCC1N1C(N(C2=C1C=CC=C2CCOC2C[C@@H](N([C@@H](C2)C)C(=O)OC(C)(C)C)C)C)=O)=O